CNC1=C2C=CC=C(C2=CC=C1)S(=O)(=O)NC1=CC=C(C=C1)CN1C(COCC1)=O 5-(Methylamino)-N-(4-((3-oxomorpholino)methyl)phenyl)naphthalene-1-sulfonamide